C1(=CC=CC=C1)CS(=O)(=O)NC(CC1=CC=C(C=C1)NS(O)(=O)=O)C=1N=C(SC1)CC {4-(S)-[2-phenylmethanesulfonamido-2-(2-ethylthiazol-4-yl)ethyl]phenyl}-sulfamic acid